ClC=1C=C(C=CC1OC1CC1)[C@H]([C@@H](CN1CCCC1)NC(=O)[C@H]1CN(CC1)C1=CC=C(C=C1)C#N)O (R)-N-((1R,2R)-1-(3-chloro-4-cyclopropoxyphenyl)-1-hydroxy-3-(pyrrolidin-1-yl)propan-2-yl)-1-(4-cyanophenyl)pyrrolidine-3-carboxamide